Cl.N1CC(C1)O azetidin-3-ol, hydrochloride